ClP1O[C@H]([C@@H]2N1CCC2)C[Si](C2=CC=CC=C2)(C2=CC=CC=C2)C (3R,3aR)-1-chloro-3-{[methyl(diphenyl)silyl]methyl}tetrahydro-1H,3H-pyrrolo[1,2-c][1,3,2]oxazaphosphole